(1R,3R)-N1-(5-propylpyrazolo[1,5-a]pyrimidin-7-yl)cyclopentane-1,3-diamine C(CC)C1=NC=2N(C(=C1)N[C@H]1C[C@@H](CC1)N)N=CC2